(S)-2-amino-5-(2-(4-(dimethylamino)phenyl)-2H-tetrazol-5-yl)-5-oxopentanoic acid N[C@H](C(=O)O)CCC(=O)C=1N=NN(N1)C1=CC=C(C=C1)N(C)C